C(#N)C=1N=CC(=NC1)NC(=O)[C@H]1CC[C@H]2[C@@H]3CC[C@@H]4C[C@@](CC[C@@]4([C@H]3CC[C@]12C)C)(O)COCC (3R,5R,8R,9S,10S,13S,14S,17S)-N-(5-cyanopyrazin-2-yl)-3-(ethoxymethyl)-3-hydroxy-10,13-dimethylhexadecahydro-1H-cyclopenta[a]phenanthrene-17-carboxamide